O1C=C(C=C1)CC=1C=C(CNCCCCOCCOC2=NC3=C(C4=CN=CC=C24)C=CC=C3)C=C(C1)OC(F)(F)F 5-(2-(4-((3-(furan-3-ylmethyl)-5-(trifluoromethoxy)benzyl)amino)butoxy)ethoxy)benzo[c][2,6]naphthyridine